NC=1C=2N(C(=CN1)F)C(=NC2C2=CC=C(C=C2)[C@](C)(C2=CC(=CC=C2)C(F)(F)F)O)[C@H]2CN1C(CC[C@@H]1CC2)=O (6R,8aS)-6-[8-Amino-5-fluoro-1-(4-{(1R)-1-hydroxy-1-[3-(trifluoromethyl)phenyl]ethyl}phenyl)-imidazo[1,5-a]pyrazin-3-yl]hexahydroindolizin-3(2H)-on